(3E)-3-[1-[(6-chloro-3-pyridyl)methyl]-2-pyridylidene]-1,1,1-trifluoropropane-2-one ClC1=CC=C(C=N1)CN1\C(\C=CC=C1)=C\C(C(F)(F)F)=O